NC=1C(NC2=C3N=CC=CC3=CC=C2C1C1=C2C=NNC2=C(C=C1)F)=O 3-amino-4-(7-fluoro-1H-indazol-4-yl)-1H-1,10-phenanthrolin-2-one